ClC1=CC=C2C(C(NC2=C1)=O)=O 6-chloroindoline-2,3-dione